N1CN=C2C(N=C3C=CC=CC3=C21)=O Dihydro-4H-imidazo[4,5-c]quinolin-4-one